C1(CC1)COC1=CC=CC(=N1)C1=CC(=C(C(=C1)F)N1CC(C1)CC(=O)O)F 2-[1-[4-[6-(cyclopropylmethoxy)-2-pyridyl]-2,6-difluorophenyl]azetidin-3-yl]acetic acid